N[C@H]1CN(CCC1)C(=O)C1=CC2=C(N(C(=N2)C=2N(C3=CC(=CC=C3C2)OCC)CC)C)C=C1 (R)-(3-Aminopiperidin-1-yl)(2-(6-ethoxy-1-ethyl-1H-indol-2-yl)-1-methyl-1H-benzo[d]imidazol-5-yl)methanone